C(C)(=O)NC=1C=2N=CN([C@H]3[C@H](O)[C@H](O)[C@@H](CO)O3)C2N=CN1 N6-acetyladenosine